sodium 2-({5'-chloro-2'-[(4,5-dimethylpyridine-3-sulfonyl) amino]-3'-fluoro [1,1'-biphenyl]-4-yl} oxy)-2-methylpropionate ClC=1C=C(C(=C(C1)C1=CC=C(C=C1)OC(C(=O)[O-])(C)C)NS(=O)(=O)C=1C=NC=C(C1C)C)F.[Na+]